1H-INDOLE-4-CARBOXYLIC ACID N1C=CC=2C(=CC=CC12)C(=O)O